ClC1=C(C#N)C(=C(C(=C1C#N)Cl)Cl)Cl 2,4,5,6-tetra-chloroisophthalonitrile